FC(O[C@@H]1C[C@H](N(C1)C(CNC(C1=C(C=CC(=C1)OC1=C(C=C(C=C1)C)F)OC)=O)=O)C(=O)NCC1=CC=2C=NC=CC2N1S(=O)(=O)C1=CC=CC=C1)F (2S,4R)-4-(difluoromethoxy)-1-((5-(2-fluoro-4-methylphenoxy)-2-methoxybenzoyl)glycyl)-N-((1-(phenylsulfonyl)-1H-pyrrolo[3,2-c]pyridin-2-yl)methyl)pyrrolidine-2-carboxamide